The molecule is a member of the class of 2-pyranones that is 2H-pyran-2-one substituted by a methoxy group at position 4 and a 3,5-dimethyl-6-phenylhexa-1,3,5-trien-1-yl group at position 6 (the 1E,3E,5E stereoisomer). It has been isolated from an endophytic fungus Aspergillus niger. It has a role as an Aspergillus metabolite. C/C(=C\\C(=C\\C1=CC=CC=C1)\\C)/C=C/C2=CC(=CC(=O)O2)OC